(±)-Tert-butyl (4S)-4-[4-(2-ethoxy-1-methyl-2-oxo-ethyl)phenyl]-2,2-dimethyl-oxazolidine-3-carboxylate C(C)OC([C@H](C)C1=CC=C(C=C1)[C@@H]1N(C(OC1)(C)C)C(=O)OC(C)(C)C)=O |&1:4|